C(C1=CC=CC=C1)(C1=CC=CC=C1)(C1=CC=CC=C1)N1C=NC(=C1)CCO 2-(1-trityl-1H-imidazol-4-yl)Ethanol